4,5-Octanedione CCCC(C(CCC)=O)=O